C(C)(C)(C)OC(C[C@@H](CN1C(CCC(C1)(F)F)=O)NC(=O)OC(C)(C)C)=O (S)-3-((tert-Butoxycarbonyl)amino)-4-(5,5-difluoro-2-oxopiperidin-1-yl)butanoic acid tert-butyl ester